N-[3,4-dichloro-10-(1-tetrahydropyran-2-ylpyrazol-4-yl)-6,7,8,9-tetrahydropyrido[1,2-a]indol-7-yl]-2-hydroxy-acetamide ClC1=CC=C2C(=C3N(C2=C1Cl)CC(CC3)NC(CO)=O)C=3C=NN(C3)C3OCCCC3